trans-1,2-diaminocyclohexane-N,N,N',N'-tetraacetic acid monohydrate C1CC[C@H]([C@@H](C1)N(CC(=O)O)CC(=O)O)N(CC(=O)O)CC(=O)O.O